(R)-1-(4-((1-cyanoethyl)amino)-5-ethynylpyridin-2-yl)-1H-pyrazolo[3,4-b]pyridine-5-carbonitrile C(#N)[C@@H](C)NC1=CC(=NC=C1C#C)N1N=CC=2C1=NC=C(C2)C#N